5-hydroxy-N-methyl-2-oxo-1-(pyridin-3-ylmethyl)-2,3-dihydro-1H-benzo[b]azepine-4-carboxamide OC=1C2=C(N(C(CC1C(=O)NC)=O)CC=1C=NC=CC1)C=CC=C2